[(furan-2-yl)methyl]-5-methyl-7H-pyrrolo[2,3-d]pyrimidin-4-amine hydrochloride Cl.O1C(=CC=C1)CC=1N=C(C2=C(N1)NC=C2C)N